tert-butyl (1-(2-(4-(4-(2,6-dioxopiperidin-3-yl)-2-fluorophenyl)piperazin-1-yl)acetyl)piperidin-3-yl)carbamate O=C1NC(CCC1C1=CC(=C(C=C1)N1CCN(CC1)CC(=O)N1CC(CCC1)NC(OC(C)(C)C)=O)F)=O